magnesium 6-methyl-5,8-dioxo-5,6,7,8-tetrahydrobenzo[b][1,4]dioxine-6-sulfonate CC1(C(C2=C(OC=CO2)C(C1)=O)=O)S(=O)(=O)[O-].[Mg+2].CC1(C(C2=C(OC=CO2)C(C1)=O)=O)S(=O)(=O)[O-]